4-(2-methyl-2-(2-((trifluoromethoxy)methyl)cyclopropyl)propanoyl)-2,3,4,5-tetrahydropyrido[3,4-f][1,4]oxazepine-9-carbonitrile CC(C(=O)N1CCOC2=C(C1)C=NC=C2C#N)(C)C2C(C2)COC(F)(F)F